2,4,6-tri(2,4,6-tribromophenoxy)-1,3,5-triazine BrC1=C(OC2=NC(=NC(=N2)OC2=C(C=C(C=C2Br)Br)Br)OC2=C(C=C(C=C2Br)Br)Br)C(=CC(=C1)Br)Br